2-((2-cyclobutylthiazol-5-yl)methyl)-6-(2-(2,2,2-trifluoroethoxy)pyrimidin-5-yl)pyridazin-3(2H)-one C1(CCC1)C=1SC(=CN1)CN1N=C(C=CC1=O)C=1C=NC(=NC1)OCC(F)(F)F